N-[(1R,3S)-3-{[6-chloro-2-(trifluoromethyl)quinolin-4-yl]amino}cyclohexyl]pyrrolidine-1-carboxamide ClC=1C=C2C(=CC(=NC2=CC1)C(F)(F)F)N[C@@H]1C[C@@H](CCC1)NC(=O)N1CCCC1